2-(3-methyl-1H-pyrazol-1-yl)-6-(4-morpholinyl)-4-pyrimidinamine CC1=NN(C=C1)C1=NC(=CC(=N1)N)N1CCOCC1